5-bromo-2-(2-methoxy-5-methylphenoxy)pyridine BrC=1C=CC(=NC1)OC1=C(C=CC(=C1)C)OC